N1C(=NC2=C1C=CC=C2)C2=CC(=NN2C)NC(C2=CC=C(C=C2)N2CCN(CC2)C2COC2)=O N-[5-(1H-benzimidazol-2-yl)-1-methyl-pyrazol-3-yl]-4-[4-(oxetan-3-yl)piperazin-1-yl]benzamide